4-(aminomethyl)-6-(5-(5-cyclopentyl-1-oxoisoindol-2-yl)-1-methyl-1H-pyrazol-4-yl)phthalazin-1(2H)-one NCC1=NNC(C2=CC=C(C=C12)C=1C=NN(C1N1C(C2=CC=C(C=C2C1)C1CCCC1)=O)C)=O